trans-2-(2-(5-(methylsulfonyloxy)tridecyl)cyclopropyl)acetic acid tert-butyl ester C(C)(C)(C)OC(C[C@H]1[C@@H](C1)CCCCC(CCCCCCCC)OS(=O)(=O)C)=O